N-(4-cyano-3-fluorophenyl)-2,3,4,5,6-pentafluorobenzenesulfonamide C(#N)C1=C(C=C(C=C1)NS(=O)(=O)C1=C(C(=C(C(=C1F)F)F)F)F)F